NC[C@H](C)C=1C=C(C=CC1)NC=1C(=NC(=C(N1)C1CC1)CC)C(=O)N (R)-3-((3-(1-aminopropan-2-yl)phenyl)amino)-5-cyclopropyl-6-ethylpyrazine-2-carboxamide